C(#N)C1=CC=C(C=C1)C=1C=C2C=CNC2=NC1 5-(4-cyanophenyl)-7-azaindole